FC=1C=CC(=C(C1)C(C(C)(C)NC(=O)C=1C=C2C(=NC1)C=CS2)O)C N-(1-(5-fluoro-2-methylphenyl)-1-hydroxy-2-methylpropan-2-yl)thieno[3,2-b]pyridine-6-carboxamide